C(=O)[O-].C(=O)[O-].[Co+2] cobalt diformate